(1S)-3,7,7-Trimethyl-bicyclo[4.1.0]hept-3-en CC=1C[C@@H]2C(C2CC1)(C)C